7-oxo-6-(5-sulfamoylfuran-3-carboxamido)hept-2-enoate O=CC(CCC=CC(=O)[O-])NC(=O)C1=COC(=C1)S(N)(=O)=O